N7-(3-(tert-butyl)phenyl)-5,9-dioxa-13b-boranaphtho[3,2,1-de]anthracene-6,7-diamine C(C)(C)(C)C=1C=C(C=CC1)NC1=CC=2OC=3C=CC=CC3B3C2C(=C1N)OC=1C=CC=CC13